2-(2,4-difluorophenyl)-3-nitropyridine FC1=C(C=CC(=C1)F)C1=NC=CC=C1[N+](=O)[O-]